1-[5-chloro-6-[5-[6-[4-[2-(2,6-dioxo-3-piperidyl)-1-oxo-isoindolin-5-yl]piperazin-1-yl]hexyl]-1,2,4-oxadiazol-3-yl]-3-pyridyl]-3-(7-cyclopentylpyrazolo[1,5-a]pyrimidin-6-yl)urea ClC=1C=C(C=NC1C1=NOC(=N1)CCCCCCN1CCN(CC1)C=1C=C2CN(C(C2=CC1)=O)C1C(NC(CC1)=O)=O)NC(=O)NC=1C=NC=2N(C1C1CCCC1)N=CC2